CN1N=C(C(=C1C1=CC=CC=C1)CC(F)(F)F)NC(C[C@H]1C(C(C1)(F)F)(F)F)=O (R)-N-(1-methyl-5-phenyl-4-(2,2,2-trifluoroethyl)-1H-pyrazol-3-yl)-2-(2,2,3,3-tetrafluorocyclobutyl)acetamide